1-[1-(benzyloxy)-4-(ethylamino)-7-fluoro-2,3-dihydro-1H-inden-5-yl]ethan-1-one C(C1=CC=CC=C1)OC1CCC2=C(C(=CC(=C12)F)C(C)=O)NCC